1-(8-Cyano-5-quinolyl)-N-(1-methyl-4-piperidyl)-4-(trifluoromethyl)pyrrolidine-3-carboxamide C(#N)C=1C=CC(=C2C=CC=NC12)N1CC(C(C1)C(F)(F)F)C(=O)NC1CCN(CC1)C